4-bromo-5-isopropyl-3-methylisoxazole BrC=1C(=NOC1C(C)C)C